(Z)-2-fluoro-N-(6-methoxy-2,4-dimethylpyridin-3-yl)-3-(7-methyl-1H-indazol-6-yl)acrylamide F\C(\C(=O)NC=1C(=NC(=CC1C)OC)C)=C/C1=CC=C2C=NNC2=C1C